2-(2,6-difluoro-4-(methylsulfonyl)phenyl)-N4-(4-methoxybenzyl)-N2-methylpyrimidine-2,4-diamine FC1=C(C(=CC(=C1)S(=O)(=O)C)F)C1(NC=CC(=N1)NCC1=CC=C(C=C1)OC)NC